C(C)(CC)NCC(CN)C N-sec.butyl-2-methyl-1,3-propanediamine